2-(4-aminophenyl)-2-((3,5-dicyano-6-(dimethylamino)-4-ethylpyridin-2-yl)thio)acetamide tert-butyl-(4-cyano-3-fluorobenzyl)carbamate C(C)(C)(C)N(C(O)=O)CC1=CC(=C(C=C1)C#N)F.NC1=CC=C(C=C1)C(C(=O)N)SC1=NC(=C(C(=C1C#N)CC)C#N)N(C)C